COC(=O)C=1C=C2C=NN(C2=CC1)CC1=CC=C(C=C1)Br 1-(4-Bromobenzyl)-1H-indazole-5-carboxylic acid methyl ester